naphtho[2,3-a]indolizine-4-carboxylate C1=CC=C(N2C=C3C(=C12)C=C1C=CC=CC1=C3)C(=O)[O-]